[3-[4-(2,5-dimethylpyrazol-3-yl)-1H-imidazol-2-yl]chroman-6-yl]oxy-3,4-dihydro-1H-1,8-naphthyridin-2-one CN1N=C(C=C1C=1N=C(NC1)C1COC2=CC=C(C=C2C1)ON1C(CCC2=CC=CN=C12)=O)C